tert-butyl 4-[5-fluoro-1-[(3S)-2,6-dioxo-3-piperidyl]indolin-4-yl]piperidine-1-carboxylate FC=1C(=C2CCN(C2=CC1)[C@@H]1C(NC(CC1)=O)=O)C1CCN(CC1)C(=O)OC(C)(C)C